N-(4-fluoro-5-(((2S,4R)-4-(imidazo[1,2-a]pyrazin-8-yloxy)-2-methylpyrrolidin-1-yl)methyl)thiazol-2-yl)acetamide FC=1N=C(SC1CN1[C@H](C[C@H](C1)OC=1C=2N(C=CN1)C=CN2)C)NC(C)=O